zinc-calcium phosphate P(=O)([O-])([O-])[O-].[Ca+2].[Zn+2]